4-(3,8-diazabicyclo[3.2.1]octane-3-yl)-7-bromo-8-fluoro-2,6-dichloroquinazoline C12CN(CC(CC1)N2)C2=NC(=NC1=C(C(=C(C=C21)Cl)Br)F)Cl